7-bromo-5-chlorothiazolo[5,4-d]pyrimidine BrC=1C2=C(N=C(N1)Cl)SC=N2